N-(1-(1-(1-acetylpiperidin-4-yl)azetidin-3-yl)-3-(difluoromethyl)-1H-pyrazol-4-yl)-6-(1H-pyrazol-3-yl)-2-pyridineamide C(C)(=O)N1CCC(CC1)N1CC(C1)N1N=C(C(=C1)NC(=O)C1=NC(=CC=C1)C1=NNC=C1)C(F)F